C(CCC)OCCCCOC(C(=C)C)=O Butoxybutylmethacrylat